ClC=1C=C(C=C(C1)[N+](=O)[O-])C=1NCCN1 2-(3-chloro-5-nitrophenyl)-4,5-dihydro-1H-imidazole